FC1(OC(C(O1)(F)F)(F)F)F perfluoro(1,3-dioxolane)